4-amino-6-(8-chloro-7-fluoronaphthalen-1-yl)-5-fluoronicotinamide NC1=C(C(=NC=C1C(=O)N)C1=CC=CC2=CC=C(C(=C12)Cl)F)F